C(C1=CC=CC=C1)N1CC2(CNC2)[C@@H](C1)C(=O)N[C@H](C(N1CCCCC1)=O)[C@@H](C)OCC1CCCCC1 (S)-6-benzyl-N-((2S,3R)-3-(cyclohexylmethoxy)-1-oxo-1-(piperidin-1-yl)butan-2-yl)-2,6-diazaspiro[3.4]octane-8-carboxamide